tert-butyl 5-[3-(2,6-dibenzyloxy-3-pyridyl)-1-methyl-indazol-6-yl]-3,3a,4,6,7,7a-hexahydro-2H-pyrrolo[3,2-c]pyridine-1-carboxylate C(C1=CC=CC=C1)OC1=NC(=CC=C1C1=NN(C2=CC(=CC=C12)N1CC2C(CC1)N(CC2)C(=O)OC(C)(C)C)C)OCC2=CC=CC=C2